The molecule is a cytochalasan alkaloid found in Chaetomium globosum. It has a role as an antineoplastic agent and a Chaetomium metabolite. It is a cytochalasan alkaloid, a member of indoles, a macrocycle and a secondary alpha-hydroxy ketone. C[C@H]\\1C/C=C/[C@H]2[C@@H]([C@]([C@H]([C@@H]3[C@@]2(C(=O)/C=C/C(=O)[C@@H](/C(=C1)/C)O)C(=O)N[C@H]3CC4=CNC5=CC=CC=C54)C)(C)O)O